2-(2-((4-fluorobenzyl)thio)-4H-imidazo[4,5-b]pyridin-4-yl)-N-phenylbutyramide FC1=CC=C(CSC2=NC=3C(N(C=CC3)C(C(=O)NC3=CC=CC=C3)CC)=N2)C=C1